COC(=O)[N-]S(=O)(=O)C1=C(C=C(C=C1)CCC)C1=CC=C(C=C1)CN1C(=NC=C1)C(C)(C)O.[K+] Potassium (methoxycarbonyl)((4'-((2-(2-hydroxypropan-2-yl)-1H-imidazol-1-yl)methyl)-5-propyl-[1,1'-biphenyl]-2-yl)sulfonyl)amide